dibutoxymethyl-acryl-urea C(CCC)OC(OCCCC)N(C(=O)N)C(=O)C=C